FC([C@@H](CO)NC1COCC1)F (2R)-3,3-difluoro-2-(oxolan-3-ylamino)propan-1-ol